BrC1=C(C=CC=C1)[C@H](C(=O)OC)NS(=O)(=O)C1=CC=C(C=C1)OC(F)(F)F methyl (R)-2-(2-bromophenyl)-2-((4-(trifluoromethoxy)phenyl)sulfonamido)acetate